C1(CCC1)NC(C[C@H](CCN1[C@@H](CCCC1)C(F)(F)F)NC(=O)C1=NN(C(=C1)C1=C(C=CC=C1)C(F)(F)F)C1CCCC1)=O (3S)-N-cyclobutyl-3-({1-cyclopentyl-5-[2-(trifluoromethyl)phenyl]-1H-pyrazol-3-yl}formamido)-5-[(2S)-2-(trifluoromethyl)piperidin-1-yl]pentanamide